4-[(4'-{2-[3-(but-3-yn-1-yl)-3H-diaziren-3-yl]ethoxy}[1,1'-biphenyl]-4-yl)amino]-2-(3,6-dihydro-2H-pyran-4-yl)-6-(propan-2-yl)-5,6-dihydro-7H-pyrrolo[3,4-d]pyrimidin-7-one C(CC#C)C1(N=N1)CCOC1=CC=C(C=C1)C1=CC=C(C=C1)NC=1C2=C(N=C(N1)C=1CCOCC1)C(N(C2)C(C)C)=O